NC1=C(N=C2N1C=CC=C2C2=C(C=CC(=C2)C#N)F)C(=O)NCCC 3-Amino-8-(5-cyano-2-fluorophenyl)-N-propylimidazo[1,2-a]pyridine-2-carboxamide